C1(CCCCC1)N1N=NN=C1CCCCOC=1C=C2C=CC(NC2=CC1)=O 6-[4-(1-cyclohexyl-1H-tetrazol-5-yl)butoxy]-2(1H)-quinolone